ClC1=C(C(=O)O)C(=CC(=C1)C1=NC=NC(=C1)NCCN1C(=CC2=C(C=C(C=C12)F)C)C)OCCC 2-Chloro-4-{6-[2-(6-fluoro-2,4-dimethyl-indol-1-yl)-ethylamino]-pyrimidin-4-yl}-6-propoxy-benzoic acid